O[C@@H]1CNCC[C@H]1NC(OC(C)(C)C)=O tert-butyl N-[(3R,4R)-3-hydroxy-4-piperidyl]carbamate